tert-butyl 5-(2-(8-fluoro-2-methylimidazo[1,2-a]pyridin-6-yl)-4-oxo-4H-pyrido[1,2-a][1,3,5]triazin-7-yl)hexahydropyrrolo[3,4-c]pyrrole-2(1H)-carboxylate FC=1C=2N(C=C(C1)C=1N=C3N(C(N1)=O)C=C(C=C3)N3CC1C(C3)CN(C1)C(=O)OC(C)(C)C)C=C(N2)C